FC(OCC1(CC1)N(C(=O)C=1C=NN2C1CNCC2)C)F N-{1-[(difluoromethoxy)methyl]cyclopropyl}-N-methyl-4H,5H,6H,7H-pyrazolo[1,5-a]pyrazine-3-carboxamide